trans-N,N-diethyl-[3-(3-chloro-4-cyclohexylphenyl)allyl]amine C(C)N(CC)C\C=C\C1=CC(=C(C=C1)C1CCCCC1)Cl